(2S)-2-(hydroxymethyl)-2-(methoxymethyl)-1-azabicyclo[2.2.2]octan-3-on OC[C@]1(N2CCC(C1=O)CC2)COC